The molecule is a member of the class of aminotoluenes that is 2,4-diaminotoluene bearing an additional hydroxylamino substituent at position 6. It has a role as a xenobiotic metabolite. It is an aminotoluene and a member of hydroxylamines. CC1=C(C=C(C=C1NO)N)N